3-Benzyl-6-(4-chlorobenzyl)-2,3,4,6-tetrahydropyrido[3,4-c][1,8]naphthyridine-5(1H)-one C(C1=CC=CC=C1)N1CC=2C(N(C=3N=CC=CC3C2CC1)CC1=CC=C(C=C1)Cl)=O